(S)-1-(6-((4,4,5,5-tetramethyl-1,3,2-dioxaborolan-2-yl)methylene)-2-azaspiro[3.3]heptane-2-carbonyl)pyrrolidine-3-carboxamide CC1(OB(OC1(C)C)C=C1CC2(CN(C2)C(=O)N2C[C@H](CC2)C(=O)N)C1)C